CN1C=CC2=CC(=CC=C12)N1C(NC2=C(C1=O)C1=C(S2)C(CCC1)=O)=O 3-(1-methyl-1H-indol-5-yl)-6,7-dihydrobenzo[4,5]thieno[2,3-d]pyrimidine-2,4,8(1H,3H,5H)-trione